3-(N-(5-cyano-2-(pyridin-2-yl)phenyl)sulfamoyl)-4-ethylbenzoic Acid C(#N)C=1C=CC(=C(C1)NS(=O)(=O)C=1C=C(C(=O)O)C=CC1CC)C1=NC=CC=C1